ClC1=NC=C(C(=C1)N1C[C@H](CCC1)NC(OC(C)(C)C)=O)C=1C=NN(C1)C1CCN(CC1)C tert-butyl (S)-(1-(2-chloro-5-(1-(1-methylpiperidin-4-yl)-1H-pyrazol-4-yl)pyridin-4-yl)piperidin-3-yl)carbamate